(S)-3-(tert-butyldiphenylsilyl)-4-((1S,2R)-1,2-dihydroxyheptyl)oxazolidin-2-one [Si](C1=CC=CC=C1)(C1=CC=CC=C1)(C(C)(C)C)N1C(OC[C@H]1[C@@H]([C@@H](CCCCC)O)O)=O